2-Amino-ethylpiperazin NCCN1CCNCC1